C(C)(C)(C)OC(=O)N1[C@@H](C[C@H](C1)F)[C@H](C)OC1=CC(=NC(=N1)C(NO)=N)O[C@@H]1C[C@H](N(CC1)C(=O)OCC1=CC=CC=C1)CC#N Benzyl (2R,4S)-4-({6-[(1S)-1-[(2S,4R)-1-[(tert-butoxy)carbonyl]-4-fluoropyrrolidin-2-yl] ethoxy]-2-(N-hydroxycarbamimidoyl)pyrimidin-4-yl}oxy)-2-(cyanomethyl)piperidine-1-carboxylate